(4-(3-fluoro-2-(trifluoromethyl)phenyl)piperidin-1-yl)(6-(3,3,3-trifluoropropyl)-4,5,6,7-tetrahydro-1H-pyrazolo[3,4-c]pyridin-3-yl)methanone FC=1C(=C(C=CC1)C1CCN(CC1)C(=O)C1=NNC=2CN(CCC21)CCC(F)(F)F)C(F)(F)F